C(C)(C)(C)OC(=O)N1C2C(CC(C1CC2)=O)C tert-butyl-2-methyl-4-oxo-8-azabicyclo[3.2.1]octane-8-carboxylate